9-(4-(2-(2,6-dioxopiperidin-3-yl)-6-fluoro-1-oxoisoindolin-5-yl)piperidin-1-yl)-N-(2-((S)-1-(3-ethoxy-4-methoxyphenyl)-2-(methylsulfonyl)-ethyl)-1,3-dioxoisoindolin-4-yl)nonanamide O=C1NC(CCC1N1C(C2=CC(=C(C=C2C1)C1CCN(CC1)CCCCCCCCC(=O)NC1=C2C(N(C(C2=CC=C1)=O)[C@H](CS(=O)(=O)C)C1=CC(=C(C=C1)OC)OCC)=O)F)=O)=O